COC1=C(C=C(C=C1)NC(=O)C1=CC2=C(S1)C=CC=C2C=2C=C1C(=NC2)NC=C1)C(=O)N1CCN(CC1)C N-(4-methoxy-3-(4-methylpiperazine-1-carbonyl)phenyl)-4-(1H-pyrrolo[2,3-b]pyridin-5-yl)benzo[b]thiophene-2-carboxamide